methyl N-(6-bromo-2,3-dihydrobenzofuran-3-yl)carbamate BrC1=CC2=C(C(CO2)NC(OC)=O)C=C1